CC1N(CC2(CCC2)CC1)S(=O)(=O)C=1SC=CC1 7-Methyl-6-(thiophen-2-ylsulfonyl)-6-azaspiro[3.5]nonane